(R)-3-(4-chlorobenzyl)piperidin-3-amine hydrochloride Cl.ClC1=CC=C(C[C@]2(CNCCC2)N)C=C1